C(C)N1C(C2=CC=C(C=C2CC1)C1=NC(=NC=C1F)NC1=CC=CC=N1)=O 6-((4-(2-ethyl-1-oxo-1,2,3,4-tetrahydroisoquinolin-6-yl)-5-fluoropyrimidin-2-yl)amino)pyridine